1-(4-{[3-(difluoromethyl)-5-fluorophenyl]methyl}pyridin-2-yl)-N,3-dimethyl-1H-pyrazole-4-carboxamide FC(C=1C=C(C=C(C1)F)CC1=CC(=NC=C1)N1N=C(C(=C1)C(=O)NC)C)F